N-[3-(5-chloro-1,3-benzoxazol-2-yl)-1-bicyclo[1.1.1]pentanyl]-6-(trifluoromethyl)pyridazine-3-carboxamide ClC=1C=CC2=C(N=C(O2)C23CC(C2)(C3)NC(=O)C=3N=NC(=CC3)C(F)(F)F)C1